6-(4-((3'-fluoro-5'-(methylsulfonyl)-[1,1'-biphenyl]-4-yl)methyl)-2,5-dimethylthiophene-3-carboxamido)spiro[3.3]heptane-2-carboxylic acid FC=1C=C(C=C(C1)S(=O)(=O)C)C1=CC=C(C=C1)CC=1C(=C(SC1C)C)C(=O)NC1CC2(CC(C2)C(=O)O)C1